ClCC(C(=O)O)O 3-chlorolactic acid